ClC1=CC=2NC(=CC2S1)C(=O)N(C)[C@H]1C=2C3=C(C(NC2CNC1)=O)C=C(C(=C3)F)F (S)-2-chloro-N-(8,9-difluoro-6-oxo-1,2,3,4,5,6-hexahydrobenzo[c][1,7]naphthyridin-1-yl)-N-methyl-4H-thieno[3,2-b]pyrrole-5-carboxamide